C1CC2C=CC=C2OC1 tetrahydrocyclopenta[b]pyran